O=C1CC2C(CN(C2)C(=O)OC(C)(C)C)C1 tert-butyl 5-oxo-hexahydrocyclopenta[C]pyrrole-2(1H)-carboxylate